C1N(CC2C1CCC2)C(=O)[O-] hexahydrocyclopenta[c]Pyrrole-2(1H)-carboxylate